N-(3-chloro-5-fluorophenyl)-N-{4-[2-(2-chloro-6-fluorophenyl)acetamido]pyridin-2-yl}acetamide ClC=1C=C(C=C(C1)F)N(C(C)=O)C1=NC=CC(=C1)NC(CC1=C(C=CC=C1F)Cl)=O